C(C)(=O)O[C@@H](C)\C=C\C(=O)N[C@H]1[C@H](O[C@H]([C@H](C1)C)CC=C)C (S,E)-5-(((2R,3R,5S,6S)-6-allyl-2,5-dimethyltetrahydro-2H-pyran-3-yl)amino)-5-oxopent-3-en-2-yl acetate